C1(CC1)C1=C(C=CC=C1)C1CCC(CC1)=CNCCN1CCN(CC1)CCO 5-(2-cyclopropylphenyl)-2-(((2-(4-(2-hydroxyethyl)piperazin-1-yl)ethyl)amino)methylene)cyclohexane